7-[2-(dicarboxymethylamino)-ethyl]-4,10-dicarboxymethyl-1,4,7,10-tetraaza-cyclododecan-1-yl-acetic acid C(=O)(O)C(C(=O)O)NCCN1CCN(CCN(CCN(CC1)CC(=O)O)CC(=O)O)CC(=O)O